glycidyl-ethylene C(C1CO1)C=C